cyclopropyl-5-fluorobenzene-1,2-diamine C1(CC1)C1=C(C(=CC(=C1)F)N)N